2-(1-methylethyl)-1-dodecanol CC(C)C(CO)CCCCCCCCCC